4-(3-((8-methoxy-2-(6-methoxypyridin-3-yl)-2,3-dihydrobenzo[b][1,4]dioxin-6-yl)methyl)imidazo[1,2-b]pyridazin-7-yl)morpholine COC1=CC(=CC2=C1OC(CO2)C=2C=NC(=CC2)OC)CC2=CN=C1N2N=CC(=C1)N1CCOCC1